Cl.C1(CCCC1)NC1=C(C=C2C(NC(=NC2=C1)CSC1CCNCC1)=O)F 7-(cyclopentylamino)-6-fluoro-2-((piperidin-4-ylthio)methyl)quinazolin-4(3H)-one hydrochloride